N-[(5-Chlorothiophen-2-yl)methyl]-3-(1-methansulfonylpiperidin-4-yl)-1H-pyrazol-5-amin ClC1=CC=C(S1)CNC1=CC(=NN1)C1CCN(CC1)S(=O)(=O)C